C(=O)(O)N([C@@H](CCCCN)C(=O)O)C anti-carboxyl-methyl-lysine